S1C(=NC2=C1C=CC=C2)OC2=C(C=C(C=C2)CCC(O)C2=CC=CC=C2)OC 3-[4-(1,3-benzothiazol-2-yloxy)-3-methoxyphenyl]-1-phenylpropan-1-ol